NC1=NC(N(C=C1)[C@@H]1O[C@]([C@H](C1)OCC1=CC=CC=C1)(C)COCC1=CC=CC=C1)=O 4-amino-1-((2R,4S,5R)-4-(benzyloxy)-5-((benzyloxy)methyl)-5-methyltetrahydrofuran-2-yl)pyrimidin-2(1H)-one